(3aS,4S,5S,6aR)-2-((S)-2-(6-chloro-5-hydroxypyridin-2-yl)-2-hydroxyethyl)-5-phenoxyhexahydrocyclopenta[c]pyrrole-3a,4(1H)-diol ClC1=C(C=CC(=N1)[C@H](CN1C[C@@H]2[C@](C1)([C@H]([C@H](C2)OC2=CC=CC=C2)O)O)O)O